N-((1R,3S)-3-hydroxycyclopentyl)-3-methylbenzenesulfonamide O[C@@H]1C[C@@H](CC1)NS(=O)(=O)C1=CC(=CC=C1)C